methyl (E)-2-(2-(cyclopropylmethyl)-2-(4-(methoxymethyl)-3-oxo-3,4-dihydro-2H-benzo[b][1,4]oxazin-5-yl)hydrazineylidene)propanoate C1(CC1)CN(\N=C(\C(=O)OC)/C)C1=CC=CC=2OCC(N(C21)COC)=O